BrC1=C(C=C2C(=NC(=NC2=C1F)F)N1CCOC[C@](C1)(O)C)Cl (S)-4-(7-bromo-6-chloro-2,8-difluoro-4-quinazolinyl)-6-methyl-1,4-oxaazepan-6-ol